1-[1-(4-bromophenyl)-2,2,2-trifluoro-ethyl]-4-methyl-triazole BrC1=CC=C(C=C1)C(C(F)(F)F)N1N=NC(=C1)C